(R)-6-Chloro-5-fluoro-1'-(5-(2-phenylpropan-2-yl)-4H-1,2,4-triazole-3-carbonyl)spiro[benzo[d][1,3]oxazine-4,3'-piperidin]-2(1H)-one ClC1=C(C2=C(NC(O[C@@]23CN(CCC3)C(=O)C3=NN=C(N3)C(C)(C)C3=CC=CC=C3)=O)C=C1)F